R-1-(benzylamino)-3-methoxy-1-oxo-propane-2-yl-carbamic acid tert-butyl ester C(C)(C)(C)OC(N[C@@H](C(=O)NCC1=CC=CC=C1)COC)=O